4-chloro-N1-(2-(cyclohexylmethoxy)ethyl)-5-ethylbenzene-1,2-diamine ClC=1C=C(C(=CC1CC)NCCOCC1CCCCC1)N